FC1([C@@H](C1)C(=O)N1[C@H]2CN(C[C@@H]1CC2)C2=NC(=NC=C2)NC2=CC(=NC(=C2)CO)C(=O)NC)F 4-({4-[(1r,5s)-8-{[(1S)-2,2-difluorocyclopropyl]carbonyl}-3,8-diazabicyclo[3.2.1]oct-3-yl]pyrimidin-2-yl}amino)-6-(hydroxymethyl)-N-methylpyridine-2-carboxamide